(1-benzyl-4-(3-((4,5-dihydroxy-9,10-dioxo-9,10-dihydro-anthracene-2-carbonyl)oxy)propyl)pyridin-1-ium) bromide salt [Br-].C(C1=CC=CC=C1)[N+]1=CC=C(C=C1)CCCOC(=O)C1=CC=2C(C3=CC=CC(=C3C(C2C(=C1)O)=O)O)=O